[8-(1-octylnonoxy)-8-oxo-octyl](2S,4S)-4-[3-(dimethylamino) propanoylamino]-1-(6-oxo-6-undecoxy-hexyl)pyrrolidine-2-carboxylate C(CCCCCCC)C(CCCCCCCC)OC(CCCCCCCOC(=O)[C@H]1N(C[C@H](C1)NC(CCN(C)C)=O)CCCCCC(OCCCCCCCCCCC)=O)=O